C(C)N1CC2=C(C=C(C=C2CC1=O)C=1C=C2C(=NC1)NC=C2C)[C@H]2NCCC2 (S)-2-ethyl-6-(3-methyl-1H-pyrrolo[2,3-b]pyridin-5-yl)-8-(Pyrrolidin-2-yl)-1,4-dihydroisoquinolin-3(2H)-one